N-(5-(3,4-difluorobenzyl)-1,3,4-thiadiazol-2-yl)-3-methylpyrazine-2-carboxamide FC=1C=C(CC2=NN=C(S2)NC(=O)C2=NC=CN=C2C)C=CC1F